benzo[d]imidazole-2-carboxylic acid ethyl ester C(C)OC(=O)C=1NC2=C(N1)C=CC=C2